nickel-copper sulfate S(=O)(=O)([O-])[O-].[Cu+2].[Ni+2].S(=O)(=O)([O-])[O-]